7-bromo-2-(1-(4-ethyl-1,4-diazepan-1-yl)butyl)-6-fluoro-3-propylquinazolin-4(3H)-one BrC1=C(C=C2C(N(C(=NC2=C1)C(CCC)N1CCN(CCC1)CC)CCC)=O)F